CN1N=C(C(=C1C)[N+](=O)[O-])OCCCO 3-((1,5-dimethyl-4-nitro-1H-pyrazol-3-yl)oxy)propan-1-ol